C(#N)C1(CCN(CC1)C(=O)OC(C)(C)C)C1=NC=CC=C1 Tert-butyl 4-cyano-4-(pyridin-2-yl)piperidine-1-carboxylate